2-(((3S,10R,13R,17R)-10,13-dimethyl-17-((R)-6-methylheptan-2-yl)-2,3,4,7,8,9,10,11,12,13,14,15,16,17-tetradecahydro-1H-cyclopenta[a]phenanthren-3-yl)disulfanyl)pyridine C[C@]12C3CC[C@@]4([C@H](CCC4C3CC=C2C[C@H](CC1)SSC1=NC=CC=C1)[C@H](C)CCCC(C)C)C